dibutylbismuthanyloxy(dibutyl)bismuthane C(CCC)[Bi](O[Bi](CCCC)CCCC)CCCC